isopropyl (3R,4R)-3-(2-chlorophenyl)-4-(4-fluoro-4-(((R,Z)-4-(methylsulfonyl) but-3-en-2-yl)carbamoyl)piperidine-1-carbonyl)pyrrolidine-1-carboxylate ClC1=C(C=CC=C1)[C@@H]1CN(C[C@@H]1C(=O)N1CCC(CC1)(C(N[C@H](C)\C=C/S(=O)(=O)C)=O)F)C(=O)OC(C)C